Nitroxyacetic acid O([N+](=O)[O-])CC(=O)O